5-cyclopropyl-2-[4-[[(1r,3r)-3-hydroxycyclohexyl]amino]pyrido[3,4-d]pyridazin-1-yl]phenol C1(CC1)C=1C=CC(=C(C1)O)C1=C2C(=C(N=N1)N[C@H]1C[C@@H](CCC1)O)C=NC=C2